C(C1=CC=CC=C1)(=O)O[C@@H]1[C@H](OC(C2=CC=CC=C2)=O)[C@@H](OC(C2=CC=CC=C2)=O)[C@H](OC(C2=CC=CC=C2)=O)[C@H](O1)COC(C1=CC=CC=C1)=O α-D-Glucopyranose pentabenzoate